t-butyl (2-(bis(2-aminoethyl)amino)ethyl)carbamate NCCN(CCNC(OC(C)(C)C)=O)CCN